6-((1-methylpiperidin-4-yl)oxy)-N-(5-propyl-1H-pyrazol-3-yl)pyrazin-2-amine CN1CCC(CC1)OC1=CN=CC(=N1)NC1=NNC(=C1)CCC